7-(but-3-yn-2-yl)-5-(4-chlorophenyl)-7H-pyrrolo[2,3-d]Pyrimidin-4-amine CC(C#C)N1C=C(C2=C1N=CN=C2N)C2=CC=C(C=C2)Cl